C(C(O)CO)=O glyceroaldehyde